(2RS,4R)-4-fluoro-1-[2-(1-methyl-1H-1,2,3-triazol-5-yl)acetyl]-N-[(S)-phenyl[4-(propan-2-yl)phenyl]methyl]pyrrolidine-2-carboxamide F[C@@H]1C[C@@H](N(C1)C(CC1=CN=NN1C)=O)C(=O)N[C@H](C1=CC=C(C=C1)C(C)C)C1=CC=CC=C1 |&1:3|